2-(2,4-dioxotetrahydropyrimidin-1(2H)-yl)-5-((4-(3-fluoropyridin-2-yl)piperazin-1-yl)methyl)isoindoline-1,3-dione O=C1N(CCC(N1)=O)N1C(C2=CC=C(C=C2C1=O)CN1CCN(CC1)C1=NC=CC=C1F)=O